NCC1=CC(=C(C(=C1)C)NC(=O)C1=CC2=C(OCCC3=C2SC=C3)C=C1C=1C(=NC(=CC1)C(NC13CCC(CC1)CC3)=O)C(=O)O)C 3-(9-((4-(aminomethyl)-2,6-dimethylphenyl)carbamoyl)-4,5-dihydrobenzo[b]thieno[2,3-d]oxepin-8-yl)-6-(bicyclo[2.2.2]octan-1-ylcarbamoyl)picolinic acid